C(C=C)C1C(C=2N(CCC1)N=C1C2CN(CC1)C(=O)OC(C)(C)C)=O tert-butyl 10-allyl-11-oxo-3,4,8,9,10,11-hexahydro-1H-pyrido[4',3':3,4]pyrazolo[1,5-a]azepine-2(7H)-carboxylate